The molecule is a 1-phosphatidyl-1D-myo-inositol 5-phosphate(3-) obtained by deprotonation of the phosphate OH groups of 1-stearoyl-2-arachidonoyl-sn-glycero-3-phospho-1D-myo-inositol 5-phosphate; major species at pH 7.3. It is a conjugate base of a 1-stearoyl-2-arachidonoyl-sn-glycero-3-phospho-1D-myo-inositol 5-phosphate. CCCCCCCCCCCCCCCCCC(=O)OC[C@H](COP(=O)([O-])O[C@@H]1[C@@H]([C@@H]([C@H]([C@@H]([C@H]1O)OP(=O)([O-])[O-])O)O)O)OC(=O)CCC/C=C\\C/C=C\\C/C=C\\C/C=C\\CCCCC